CN(C1CN(C1)C1=CC=C(C=N1)N1C=C(C(C2=CC(=C(C=C12)F)F)=O)C(=O)O)C 1-{6-[3-(dimethylamino)azetidin-1-yl]Pyridin-3-yl}-6,7-difluoro-4-oxo-1,4-dihydroquinoline-3-carboxylic acid